NC1=CC=C(OC2=CC=C(C=C2)C2=CC=C(C=C2)C2=CC=C(C=C2)C2=CC=C(C=C2)OC2=CC=C(C=C2)N)C=C1 bis[4-(4-aminophenoxy)phenyl]biphenyl